C(C)N(C[C@H](CC1=CC=CC=C1)NC(C)=O)CC (S)-N-(1-(diethylamino)-3-phenylpropan-2-yl)acetamide